(M)-3-chloro-4-((3-fluoropyridin-2-yl)methoxy)-6''-(2-hydroxypropan-2-yl)-5',6-dimethyl-2H-[1,4':2',2''-terpyridin]-2-one ClC=1C(N(C(=CC1OCC1=NC=CC=C1F)C)C1=CC(=NC=C1C)C1=NC(=CC=C1)C(C)(C)O)=O